2,4-bis(1,1-dimethylethyl)-6-methyl-phenol CC(C)(C)C1=C(C(=CC(=C1)C(C)(C)C)C)O